5-bromo-α,α,2-trifluoro-3-pyridinepropionic acid BrC=1C=C(C(=NC1)F)CC(C(=O)O)(F)F